3-(2,3-epoxypropoxy)propyltrimethylsilane ethyl-2-(4,4-difluoro-3-methylpiperidin-1-yl)-6-methyl-5-(trifluoromethyl)nicotinate C(C)OC(C1=C(N=C(C(=C1)C(F)(F)F)C)N1CC(C(CC1)(F)F)C)=O.C(C1CO1)OCCC[Si](C)(C)C